NCCCNC(=O)C1=NC2=CC=CC=C2N=C1NC1=CC(=CC=C1)Br N-(3-Aminopropyl)-3-((3-bromophenyl)amino)quinoxaline-2-carboxamide